1,2-bis(bromoacetoxy)propane Lithium perchlorate Cl(=O)(=O)(=O)[O-].[Li+].BrCC(=O)OCC(C)OC(CBr)=O